1H-pyrazol-4-yl-carboxamide N1N=CC(=C1)C(=O)N